C1(CC1)S(=O)(=O)NC1=NC=CC(=N1)C(C(=O)NC1=C(C=C(C=C1)C=1C=NC=CC1)F)CC 2-(2-(cyclopropanesulfonylamino)pyrimidin-4-yl)-N-(2-fluoro-4-(pyridin-3-yl)phenyl)butyramide